C(#N)C=1C=C(C=CC1)C=1N=C(SC1C1=CC(=NC(=C1)C)C)NC(=O)N1C[C@H](OCC1)CO (2S)-N-[4-(3-cyanophenyl)-5-(2,6-dimethyl-4-pyridinyl)thiazol-2-yl]-2-(hydroxymethyl)morpholine-4-carboxamide